N-(2-chloro-6-methylphenyl)-2-((2-(((1R,4R)-4-hydroxycyclohexyl)amino)-6-morpholinopyrimidin-4-yl)Amino)thiazole-5-carboxamide ClC1=C(C(=CC=C1)C)NC(=O)C1=CN=C(S1)NC1=NC(=NC(=C1)N1CCOCC1)NC1CCC(CC1)O